C(C1CO1)OCCC[SiH](C(C)C)OCC(OC)OC γ-glycidoxypropyldimethoxyethoxyisopropylsilane